C(C)(CC)C1=CC(=NNC1=O)OC1=C(C=C(C=C1Cl)C=1C(NC(NN1)=O)=O)Cl 6-(4-((5-(sec-butyl)-6-oxo-1,6-dihydropyridazin-3-yl)oxy)-3,5-dichlorophenyl)-1,2,4-triazine-3,5(2H,4H)-dione